C(C)N1C2=NC(=NC(=C2N=C1C1=CC=NC=C1)N1CCOCC1)C1=C2C=NNC2=CC=C1 4-[9-ethyl-2-(1H-indazol-4-yl)-8-(4-pyridinyl)purin-6-yl]morpholine